COC=1C=C(C=CC1C=1C=C2C(=NC1)NC=C2)NC(=O)C2CC2 N-(3-methoxy-4-(1H-pyrrolo[2,3-b]pyridin-5-yl)phenyl)cyclopropanecarboxamide